2-[4-[(E)-3-(4-Hydroxyphenyl)-3-oxoprop-1-enyl]-2-methoxyphenoxy]-N-(4-methylphenyl)acetamide OC1=CC=C(C=C1)C(/C=C/C1=CC(=C(OCC(=O)NC2=CC=C(C=C2)C)C=C1)OC)=O